4-[4-cyano-8-(3-fluoropyridin-4-yl)-3-hydroxyquinolin-2-yl]-4-oxobutanoic acid C(#N)C1=C(C(=NC2=C(C=CC=C12)C1=C(C=NC=C1)F)C(CCC(=O)O)=O)O